BrC1=C(C=C(C=C1)NC1(NCOC1)C(=O)O)COC1CC2=CC=CC=C2C1 4-({4-bromo-3-[(2,3-dihydro-1H-inden-2-yloxy)methyl]phenyl}amino)oxazolidine-4-carboxylic acid